(Acetoxymethyl)-2-ethyl-8-methyl-4H-[1,3]dioxino[4,5-c]pyridine C(C)(=O)OCC1OC(OC2=C(N=CC=C21)C)CC